[Si](C)(C)(C(C)(C)C)OC=1C=C2C(=NN(C2=CC1)C1OCCCC1)C=1C=NN(C1)[C@H](COCCOCCCS(=O)(=O)[O-])C 2-[2-[(2S)-2-[4-[5-[tert-butyl(dimethyl)silyl]oxy-1-tetrahydropyran-2-yl-indazol-3-yl]pyrazol-1-yl]propoxy]ethoxy]ethylmethanesulfonate